methyl 3-(9-((4-(aminomethyl)phenyl)carbamoyl)-4,5-dihydrobenzo[b]thieno[2,3-d]oxepin-8-yl)-6-(cyclopentylcarbamoyl)picolinate NCC1=CC=C(C=C1)NC(=O)C1=CC2=C(OCCC3=C2SC=C3)C=C1C=1C(=NC(=CC1)C(NC1CCCC1)=O)C(=O)OC